C1CN2CCN1CC2 1,4-diazobicyclo(2.2.2)octane